spiro[cyclohexane-1,7'-furo[3,4-b]pyridin] N1=C2C(=CC=C1)COC21CCCCC1